tert-Butyl 2-(3-acetyl-7-allyl-5-(prop-1-en-2-yl)-1H-indazol-1-yl)acetate C(C)(=O)C1=NN(C2=C(C=C(C=C12)C(=C)C)CC=C)CC(=O)OC(C)(C)C